N1=C2C(=CC(=C1)C=1C(=C(N(N1)C1=CC=CC=C1)NC(=O)N[C@@H]1CN(C[C@H]1C1=CC(=CC=C1)F)CCOC)C)CNC2 1-[5-(6,7-dihydro-5H-pyrrolo[3,4-b]pyridin-3-yl)-4-methyl-2-phenyl-pyrazol-3-yl]-3-[(3S,4R)-4-(3-fluorophenyl)-1-(2-methoxyethyl)pyrrolidin-3-yl]urea